6-chloro-N-(3-nitro-6-phenylpyridin-2-yl)nicotinamide ClC1=NC=C(C(=O)NC2=NC(=CC=C2[N+](=O)[O-])C2=CC=CC=C2)C=C1